(S)-4-phenylpentan-1-ol C1(=CC=CC=C1)[C@H](CCCO)C